3-formyl-1-methyl-1H-pyrrolo[2,3-b]pyridine-2-carboxylate C(=O)C1=C(N(C2=NC=CC=C21)C)C(=O)[O-]